[H+].C1CC2=C([C@@H](C3=CC=CC=C31)N4C=CN=C4)C(=CC(=C2)Cl)Cl The molecule is an organic cation obtained by protonation of the imidazole group of (R)-eberconazole. It is a conjugate acid of a (R)-eberconazole. It is an enantiomer of a (S)-eberconazole(1+).